Cl.ClC1=C(C=CC=C1C)[C@H]1NCC[C@H]1N1CC(CC1)O 1-[(2R,3R)-2-(2-chloro-3-methyl-phenyl)pyrrolidin-3-yl]pyrrolidin-3-ol hydrochloride